ClC=1C=C(C=C(C1)C1=NC=CC=N1)NCCC1=CC=C(C=C1)CCN1[C@@H]([C@H]([C@@H]([C@H](C1)O)O)O)CO (2R,3R,4R,5S)-1-{2-[4-(2-{[3-chloro-5-(pyrimidin-2-yl)phenyl]amino}ethyl)phenyl]ethyl}-2-(hydroxymethyl)piperidine-3,4,5-triol